CC1=C(OC2=C(C=C(C=C2C1=O)C)[C@@H](C)NC=1C(=NC=CC1)C=1C=NN(C1)C)C=1C=NC=CC1 3,6-dimethyl-8-[(1R)-1-[[2-(1-methylpyrazol-4-yl)-3-pyridyl]amino]ethyl]-2-(3-pyridyl)chromen-4-one